N-(3-(4,4-difluorocyclohexyl)-1-methyl-2-oxo-2,3-dihydro-1H-benzo[d]imidazol-5-yl)-4-iodo-2-(6-azaspiro[2.5]oct-6-yl)benzamide FC1(CCC(CC1)N1C(N(C2=C1C=C(C=C2)NC(C2=C(C=C(C=C2)I)N2CCC1(CC1)CC2)=O)C)=O)F